BrC1=CC=CC2=C1N=C(O2)[C@H]2N(CCC1=C2N=CN1)C(=O)C1=C(N=CO1)C(F)F (S)-(4-(4-bromobenzo[d]oxazol-2-yl)-6,7-dihydro-1H-imidazo[4,5-c]pyridin-5(4H)-yl)(4-(difluoromethyl)oxazol-5-yl)methanone